tert-butyl (S)-((6-(3-bromo-2-chlorophenyl)-2-methoxypyridin-3-yl)methyl)((5-oxopyrrolidin-2-yl)methyl)carbamate BrC=1C(=C(C=CC1)C1=CC=C(C(=N1)OC)CN(C(OC(C)(C)C)=O)C[C@H]1NC(CC1)=O)Cl